OC1=C(C(=O)N(C)OC)C(=CC=C1)OC 2-hydroxy-N,6-dimethoxy-N-methyl-benzamide